(+/-)-1-((trans)-5-(2-(1H-tetrazol-5-yl)phenyl)-3-phenyl-2-vinyl-2,3-dihydrobenzofuran-7-yl)-3-(p-tolyl)urea N1N=NN=C1C1=C(C=CC=C1)C=1C=C(C2=C([C@H]([C@@H](O2)C=C)C2=CC=CC=C2)C1)NC(=O)NC1=CC=C(C=C1)C |r|